C(C=C)(=O)NC=1C(=CC(=C(C1)NC1=NC=C(C(=N1)NC=1C=CC=C2CCN(C12)S(=O)(=O)C)C(=O)OC(C)C)OC)N(C)CCN(C)C isopropyl 2-((5-acrylamido-4-((2-(dimethylamino) ethyl)(methyl) amino)-2-methoxyphenyl) amino)-4-((1-(methylsulfonyl) indolin-7-yl)amino)pyrimidin-5-carboxylate